The molecule is a quassinoid isolated from Quassia amara and Leitneria floridana and has been shown to exhibit antitumour activity. It has a role as an antineoplastic agent and a metabolite. It is a quassinoid, a delta-lactone, an organic heteropentacyclic compound, a cyclic ether, an enone, a triol, an acetate ester and a bridged compound. CC[C@](C)(C(=O)O[C@@H]1[C@H]2[C@@]3([C@H]([C@@H]([C@H]4[C@@]2(CO3)[C@@H](C[C@@H]5[C@@]4([C@@H](C(=O)C=C5C)O)C)OC1=O)O)O)C)OC(=O)C